CC1(C(CC1)C)O 1,2-dimethylcyclobutanol